5-Bromo-1,2-dimethyl-4-nitro-1H-imidazole BrC1=C(N=C(N1C)C)[N+](=O)[O-]